O=C1COCC(N1)=O 5-oxo-morpholinone